C(C1=CC=CC=C1)OC1=NC(=CC=C1C=1OC2=C(N1)C=CC(=C2)C(=O)N2CC1=CC(=CC(=C1C2)F)F)OCC2=CC=CC=C2 (2-(2,6-bis(benzyloxy)pyridin-3-yl)benzo[d]oxazol-6-yl)(4,6-difluoroisoindolin-2-yl)methanone